N1[C@@H](CC1)CNC(=O)C1=C(C=CC(=N1)C=1C(=NC=CC1)OCC)N1[C@@H](CN(CC1)C(=O)C=1C(=NC(=CC1)OCC)C(F)(F)F)CC N-{[(2S)-azetidin-2-yl]methyl}-2'-ethoxy-5-[(2R)-4-[6-ethoxy-2-(trifluoromethyl)pyridine-3-carbonyl]-2-ethylpiperazin-1-yl]-[2,3'-bipyridine]-6-carboxamide